BrC=1C(N(C(=CC1OCC1=C(C=C(C=C1)F)F)C)C/C=C/C(=O)OC)=O Methyl (2E)-4-[3-bromo-4-[(2,4-difluorobenzyl)oxy]-6-methyl-2-oxopyridin-1(2H)-yl]but-2-enoate